(2R,3S,5R)-5-(6-Amino-2-fluoro-9H-purin-9-yl)-2-((((S)-(((S)-1-(2-ethylbutoxy)-1-oxopropan-2-yl)amino)(phenoxy)phosphoryl)oxy) methyl)-2-ethynyltetrahydrofuran-3-yl palmitate C(CCCCCCCCCCCCCCC)(=O)O[C@@H]1[C@@](O[C@H](C1)N1C2=NC(=NC(=C2N=C1)N)F)(C#C)CO[P@](=O)(OC1=CC=CC=C1)N[C@H](C(=O)OCC(CC)CC)C